3-[[3-(4-cyano-2-methoxy-phenoxy)-5-methyl-6-(trifluoromethyl)pyridazine-4-carbonyl]amino]benzoic acid methyl ester COC(C1=CC(=CC=C1)NC(=O)C1=C(N=NC(=C1C)C(F)(F)F)OC1=C(C=C(C=C1)C#N)OC)=O